C(C)(C)C1=C(NC2=CC=C(C=C12)C1CN(C1)C(CNC)=O)C=1C=C(C=2N(C1)N=CN2)C 1-(3-(3-isopropyl-2-(8-methyl-[1,2,4]triazolo[1,5-a]pyridin-6-yl)-1H-indol-5-yl)azetidin-1-yl)-2-(methylamino)ethan-1-one